6-benzyl-2-chloro-7,8-dihydro-5H-1,6-naphthyridine C(C1=CC=CC=C1)N1CC=2C=CC(=NC2CC1)Cl